2-((S)-4,4-difluoro-3-methylpiperidin-1-yl)-4-(methyl-d3)-N-(2-((R)-S-methylsulfonimidoyl)pyridin-4-yl)-5-(trifluoromethyl)nicotinamide FC1([C@H](CN(CC1)C1=C(C(=O)NC2=CC(=NC=C2)[S@@](=O)(=N)C)C(=C(C=N1)C(F)(F)F)C([2H])([2H])[2H])C)F